BrC1=CC2=C(N(C(N2C)=O)C2CN(CCC2)CC2=CC=C(C=C2)OC)C=C1F 3-(5-bromo-6-fluoro-3-methyl-2-oxo-benzimidazol-1-yl)-1-[(4-methoxyphenyl)methyl]piperidine